tert-butyl 5-[[4-[bis[(4-methoxyphenyl) methyl] sulfamoyl]-3-fluoro-phenyl] methyl]-4-(cyclopropylmethyl)-1H-pyrrole-3-carboxylate COC1=CC=C(C=C1)CN(S(=O)(=O)C1=C(C=C(C=C1)CC1=C(C(=CN1)C(=O)OC(C)(C)C)CC1CC1)F)CC1=CC=C(C=C1)OC